1-phenylbiguanide C1(=CC=CC=C1)NC(=N)NC(=N)N